N[C@H]1C2(CN(C2)C(=O)OCC2=CC=CC=C2)C[C@@H](C1)N1C(C2=CC=CC=C2C1=O)=O (5R,7S)-benzyl 5-amino-7-(1,3-dioxoisoindolin-2-yl)-2-azaspiro[3.4]octane-2-carboxylate